FC=1C=C2C(C(=C(N(C2=C(C1)OCOC)C)CO)I)=O 6-fluoro-2-(hydroxymethyl)-3-iodo-8-(methoxymethoxy)-1-methylquinolin-4(1H)-one